2-(4-Carbamylpiperidin-1-yl)pyrimidine-5-carboxylic acid methyl ester COC(=O)C=1C=NC(=NC1)N1CCC(CC1)C(N)=O